benzyl N-{2-[4-(1,3-dioxolan-2-yl)-3-methoxyphenyl]ethyl}-N-methylcarbamate O1C(OCC1)C1=C(C=C(C=C1)CCN(C(OCC1=CC=CC=C1)=O)C)OC